C1(CC1)C1=CC(=NN1)NC1=NC(=NC=C1)N1C[C@@H]2CN[C@@H]2C1 N-(5-cyclopropyl-1H-pyrazol-3-yl)-2-[(1S,5S)-3,6-diazabicyclo[3.2.0]hept-3-yl]pyrimidin-4-amine